CNC(C(=O)O)CCC 2-(methylamino)pentanoic acid